[N-](S(=O)(=O)C(F)(F)F)S(=O)(=O)C(F)(F)F.C(C)N1CN(CC1)C 1-ethyl-3-methylimidazoline bis(trifluoromethylsulfonyl)imide salt